methyl (2Z)-2-(2-methyl-5-phenylphenoxy)-3-methoxy-2-propenoate CC1=C(O\C(\C(=O)OC)=C/OC)C=C(C=C1)C1=CC=CC=C1